4-fluorobenzyl 1-(4-{5-[chloro(difluoro)methyl]-1,2,4-oxadiazol-3-yl}benzyl)-1H-pyrazole-4-carboxylate ClC(C1=NC(=NO1)C1=CC=C(CN2N=CC(=C2)C(=O)OCC2=CC=C(C=C2)F)C=C1)(F)F